nitrotitanium nitrogen [N].[N+](=O)([O-])[Ti]